C1(CC1)NC(NC1CCC=2C(=CC=C(C12)F)C(=O)N)=O (3-cyclopropylureido)-7-fluoro-2,3-dihydro-1H-indene-4-carboxamide